(racemic)-4-((6-cyclopropylpyridin-3-yl)amino)-2-(2-methylpiperazin-1-yl)pyrimidine-5-carboxamide hydrochloride Cl.C1(CC1)C1=CC=C(C=N1)NC1=NC(=NC=C1C(=O)N)N1[C@@H](CNCC1)C |r|